Cl.C1(CC1)CCN 2-cyclopropylethanamine hydrochloride